C(C)OC1=CC=C(C=C1)C=1N=C(C2=CC=CC=C2C1)C(=O)NC1CCN(CC1)CCO 3-(4-ethoxyphenyl)-N-(1-(2-hydroxyethyl)piperidin-4-yl)isoquinoline-1-carboxamide